C(C)(C)(C)OC(=O)N1CC(CCC1)C1=CC(=C2C=C(NC2=C1F)C(=O)O)Cl 6-(1-(tert-butoxycarbonyl)piperidin-3-yl)-4-chloro-7-fluoro-1H-indole-2-carboxylic acid